FC=1C=C(C=NC1)C1=NN2C(COCC2)=C1C1=C2C(=NC=C1)NN=C2 2-(5-Fluoro-3-pyridyl)-3-(1H-pyrazolo[3,4-b]pyridin-4-yl)-6,7-dihydro-4H-pyrazolo[5,1-c][1,4]oxazine